OC1CC(C1)NC(C)=O N-(3-hydroxycyclobutyl)acetamide